N-(1-((1S,2R,3R,4R,5S)-2,3-dihydroxy-4-(2,2,2-trifluoroacetamido)-6,8-dioxabicyclo[3.2.1]octan-1-yl)-2,5,8,11-tetraoxatridecan-13-yl)but-3-ynamide O[C@H]1[C@@]2(CO[C@H]([C@@H]([C@H]1O)NC(C(F)(F)F)=O)O2)COCCOCCOCCOCCNC(CC#C)=O